FC(OC=1C=C(CC2=NC=CC(=C2)N2N=C(C=3C(NCCC32)=O)C)C=C(C1)F)F 1-(2-(3-(difluoromethoxy)-5-fluorobenzyl)pyridin-4-yl)-3-methyl-1,5,6,7-tetrahydro-4H-pyrazolo[4,3-c]pyridin-4-one